COC1=CC=C(C=C1)CN1C2CC(C(C1CN)C)C2 trans-{2-[(4-methoxyphenyl)methyl]-4-methyl-2-azabicyclo[3.1.1]hept-3-yl}methylamine